COC1CCN(CC1)C 4-methoxy-1-methylpiperidin